tert-butyl 4-(((1r,3s)-3-((6-chloro-2-(trifluoromethyl) quinolin-4-yl) amino) cyclohexyl) carbamoyl)-1H-pyrazole-1-carboxylate ClC=1C=C2C(=CC(=NC2=CC1)C(F)(F)F)N[C@@H]1C[C@@H](CCC1)NC(=O)C=1C=NN(C1)C(=O)OC(C)(C)C